2-hydroxy-4-methoxy-4'-methoxybenzophenone OC1=C(C(=O)C2=CC=C(C=C2)OC)C=CC(=C1)OC